N1-(3-((9-(4-(tert-butyl)pyridin-2-yl)-9H-carbazol-2-yl)oxy)phenyl)-N2-(4,4''-di-tert-butyl-[1,1':3',1''-terphenyl]-2'-yl)benzene-1,2-diamine C(C)(C)(C)C1=CC(=NC=C1)N1C2=CC=CC=C2C=2C=CC(=CC12)OC=1C=C(C=CC1)NC=1C(=CC=CC1)NC1=C(C=CC=C1C1=CC=C(C=C1)C(C)(C)C)C1=CC=C(C=C1)C(C)(C)C